BrC1=CN=C2N(C3=NC=C(C=C3OC2=C1)Br)CCCO 3-{6,12-dibromo-9-oxa-2,4,14-triazatricyclo[8.4.0.0^{3,8}]tetradeca-1(14),3,5,7,10,12-hexaen-2-yl}propan-1-ol